CN(C(C)(C)C)CCC(N1CCN(CC1)C)C N-methyl-N-tert-butyl-3-methyl-3-(4-methylpiperazin-1-yl)propylamine